5-cyano-1H-indole-2-carboxylic acid methyl ester COC(=O)C=1NC2=CC=C(C=C2C1)C#N